C(N)(=O)C1=CN=C(S1)N1N=CN=C1[C@H](C)NC(OC(C)(C)C)=O tert-butyl N-[(1S)-1-[2-(5-carbamoylthiazol-2-yl)-1,2,4-triazol-3-yl]ethyl]carbamate